ClC1=C(C(=C(C=C1OC)OC)Cl)C1=CC2=C(N=C(N=C2)N[C@@H]2COCC[C@@H]2NC(C=C)=O)C(=N1)NCC(F)(F)F N-((3S,4S)-3-((6-(2,6-dichloro-3,5-dimethoxyphenyl)-8-((2,2,2-trifluoroethyl)amino)pyrido[3,4-d]pyrimidin-2-yl)amino)tetrahydro-2H-pyran-4-yl)acrylamide